6-fluoro-1-methyl-1H-indazole-7-carbonitrile FC1=CC=C2C=NN(C2=C1C#N)C